C1(=CC=CC=C1)S(=O)(=O)NC(CC1=CC(=CC=C1)C(N)=NO)C=1SC=2CN(CCC2N1)C(=O)OC(C)(C)C tert-Butyl 2-{1-benzenesulfonamido-2-[3-(N'-hydroxycarbamimidoyl)phenyl]ethyl}-4H,5H,6H,7H-[1,3]thiazolo[5,4-c]pyridine-5-carboxylate